N-(6-bromohexyl)-4-bromo-5-nitro-1,8-naphthyridine BrCCCCCCN1CC=C(C2=C(C=CN=C12)[N+](=O)[O-])Br